2-[3-[(4R)-3-(4-chlorophenyl)-4-phenyl-4,5-dihydropyrazol-1-yl]-1-[(1S)-1-(4-chlorophenyl)ethyl]-5-oxo-1,2,4-triazol-4-yl]acetamide ClC1=CC=C(C=C1)C1=NN(C[C@H]1C1=CC=CC=C1)C1=NN(C(N1CC(=O)N)=O)[C@@H](C)C1=CC=C(C=C1)Cl